2-[3,5-Bis(difluoromethyl)-1H-pyrazol-1-yl]-1-[4-(4-{5-[2-fluoro-6-(prop-2-yn-1-yloxy)phenyl]l-4,5-dihydro-1,2-oxazol-3-yl}-1,3-thiazol-2-yl)piperidin-1-yl]ethanone FC(C1=NN(C(=C1)C(F)F)CC(=O)N1CCC(CC1)C=1SC=C(N1)C1=NOC(C1)C1=C(C=CC=C1OCC#C)F)F